((3R,4S)-3-((((1s,4S)-4-(3-fluorophenyl)cyclohexyl)oxy)methyl)-1-(pyridazin-3-yl)piperidin-4-yl)sulfamoyl fluoride FC=1C=C(C=CC1)C1CCC(CC1)OC[C@@H]1CN(CC[C@@H]1NS(=O)(=O)F)C=1N=NC=CC1